Benzyl-((3,3-difluorocyclobutyl)methyl)sulfane C(C1=CC=CC=C1)SCC1CC(C1)(F)F